(R)-1-((5-(3-bromo-2-methylphenyl)-1,3,4-oxadiazol-2-yl)methyl)pyrrolidin-3-ol BrC=1C(=C(C=CC1)C1=NN=C(O1)CN1C[C@@H](CC1)O)C